C(C)OC(CC=1N=C(SC1)C1=CC=C2C=CN(C2=C1)CCCN1CCN(CC1)C(=O)OC(C)(C)C)=O Tert-Butyl 4-(3-(6-(4-(2-Ethoxy-2-Oxoethyl)Thiazol-2-yl)-1H-Indol-1-yl)Propyl)Piperazine-1-Carboxylate